ClC=1C=C2C(=CN=C(C2=CN1)O[C@@H]1C[C@@H](C1)S(=O)(=O)CC)[C@@H](CCC)N[S@@](=O)C(C)(C)C (S)-N-((R)-1-(6-chloro-1-(cis-3-(ethylsulfonyl)cyclobutoxy)-2,7-naphthyridin-4-yl)butyl)-2-methylpropan-2-sulfinamide